C(CC)OC(C1=CC=C(C=C1)C=O)=O Propyl-4-formylbenzoate